6,6-dimethyl-11-oxo-8-(4-(pyrrolidin-1-yl)piperidin-1-yl)-3-((trimethylsilyl)ethynyl)-6,11-dihydro-5H-benzo[b]carbazole-9-carbonitrile CC1(C2=C(C(C=3C4=CC=C(C=C4NC13)C#C[Si](C)(C)C)=O)C=C(C(=C2)N2CCC(CC2)N2CCCC2)C#N)C